FC=1C=C(C=CC1)[C@@H]1N(CCC1)C=1C=CC=2N(N1)C(=CN2)C2=CC=CC(=N2)N2CCC(CC2)N(C)CC2=C(C=CC=C2)C2C(NC(CC2)=O)=O 3-(2-(((1-(6-(6-((R)-2-(3-fluorophenyl)pyrrolidin-1-yl)imidazo[1,2-b]pyridazin-3-yl)pyridin-2-yl)piperidin-4-yl)(methyl)amino)methyl)phenyl)piperidine-2,6-dione